2-amino-4,6-diisopropyloxy-benzoic acid NC1=C(C(=O)O)C(=CC(=C1)OC(C)C)OC(C)C